C[N+](CC(COC(CCCCCCCCCCCCC)=O)OC(CCCCCCCCCCCCC)=O)(CB1OC(C(O1)(C)C)(C)C)C N,N-dimethyl-2,3-bis(tetradecanoyloxy)-N-((4,4,5,5-tetramethyl-1,3,2-dioxaborolan-2-yl)methyl)propan-1-aminium